N1CC(C1)OC1=CC=C(C=C1)NC1=NC=CC(=N1)C=1C(=NN(C1)CCOC)C=1C=NC=CC1 N-(4-(azetidin-3-yloxy)phenyl)-4-(1-(2-methoxyethyl)-3-(pyridin-3-yl)-1H-pyrazol-4-yl)pyrimidin-2-amine